F[C@H]1C[C@@H](CN(C1)C)NC=1N=NC(=C2C1C=NC=C2)C2=C(C=CC=C2)O 2-(4-((trans-5-fluoro-1-methylpiperidin-3-yl)amino)pyrido[3,4-d]pyridazin-1-yl)phenol